ClC1=C(CCNC(CN2C(NC3=CC=CC=C3C2=O)=O)=O)C=CC=C1 N-(2-chlorophenethyl)-2-(2,4-dioxo-1,4-dihydroquinazolin-3(2H)-yl)acetamide